C[C@H]1CC(N(CC1)C(CC#N)=O)(C=1C2=C(N=CN1)NC=C2)C (3R,4R)-4-methyl-3-[methyl-(7H-pyrrolo[2,3-d]pyrimidin-4-yl)-piperidin-1-yl]-3-oxo-propionitrile